(R)-N-(5-(5-ethyl-1,2,4-oxadiazol-3-yl)-2,3-dihydro-1H-inden-1-yl)-1-(1-(methylcarbamoyl)azetidin-3-yl)-1H-pyrazole-4-carboxamide C(C)C1=NC(=NO1)C=1C=C2CC[C@H](C2=CC1)NC(=O)C=1C=NN(C1)C1CN(C1)C(NC)=O